1-((1-(tert-Butoxycarbonyl)azetidin-3-yl)methyl)-7-chloro-2-(1-(cyclopropylmethyl)-1H-pyrrolo[2,3-b]pyridin-2-yl)-1H-benzo[d]imidazole-5-carboxylic acid methyl ester COC(=O)C1=CC2=C(N(C(=N2)C2=CC=3C(=NC=CC3)N2CC2CC2)CC2CN(C2)C(=O)OC(C)(C)C)C(=C1)Cl